(2R)-4-[2-[[4-[[3-(2,3-difluoro-4-methoxyphenyl)imidazo[1,2-a]pyrazin-8-yl]amino]-2-methylbenzoyl]amino]ethyl-carbamoyl]piperazine-2-carboxylic acid FC1=C(C=CC(=C1F)OC)C1=CN=C2N1C=CN=C2NC2=CC(=C(C(=O)NCCNC(=O)N1C[C@@H](NCC1)C(=O)O)C=C2)C